C(C)NC1=NC(C(=C2N1C=CC(=C2)C(F)(F)F)C2=C(C(=CC=C2)O)F)=O (ethylamino)-4-(2-fluoro-3-hydroxyphenyl)-6-(trifluoromethyl)-3H-pyrido[1,2-C]pyrimidin-3-one